acrylyl-hydrazine C(C=C)(=O)NN